2-fluoro-3-(4-fluorobicyclo[4.2.0]oct-1(6),2,4-trien-3-yl)propionic acid ethyl ester C(C)OC(C(CC1=CC=2CCC2C=C1F)F)=O